2-((6-((((3-(6-hydroxy-3-oxoisoindolin-1-yl)-1H-indol-2-yl)methyl)amino)methyl)-1H-indol-1-yl)methyl)isonicotinamide OC1=CC=C2C(NC(C2=C1)C1=C(NC2=CC=CC=C12)CNCC1=CC=C2C=CN(C2=C1)CC=1C=C(C(=O)N)C=CN1)=O